(R)-N-(5-(2-oxaspiro[3.3]heptan-6-yl)-1H-pyrazol-3-yl)-2-(1-(3-cyano-5-fluorophenyl)-1H-pyrazol-4-yl)propanamide C1OCC12CC(C2)C2=CC(=NN2)NC([C@H](C)C=2C=NN(C2)C2=CC(=CC(=C2)F)C#N)=O